O(C1=CC=CC=C1)C=1C=C(C=CC1)C12CN(CC2C1)C(=O)C1CC2(C1)NC(OC2)=O (rac)-(2s,4s)-2-(1-(3-Phenoxyphenyl)-3-azabicyclo[3.1.0]hexan-3-carbonyl)-7-oxa-5-azaspiro[3.4]octan-6-on